6-chloro-1-methyl-3-(N-methyl-2-(trifluoromethyl)-indol-3-yl)quinoxalin-2(1H)-one ClC=1C=C2N=C(C(N(C2=CC1)C)=O)C1=C(N(C2=CC=CC=C12)C)C(F)(F)F